bis(n-octylamine) hydroxyterephthalate salt OC1=C(C(=O)O)C=CC(=C1)C(=O)O.C(CCCCCCC)N.C(CCCCCCC)N